C1(=CC(=C(C=C1)C(=O)[O-])C(=O)[O-])C(=O)[O-].[Cu+2].C1(=CC(=C(C=C1)C(=O)[O-])C(=O)[O-])C(=O)[O-].[Cu+2].[Cu+2] copper benzene-1,3,4-tricarboxylate